N-(5-(3-chlorobenzyl)pyridin-2-yl)-1-ethyl-6-oxo-1,6-dihydropyridazine-3-carboxamide ClC=1C=C(CC=2C=CC(=NC2)NC(=O)C2=NN(C(C=C2)=O)CC)C=CC1